4-aminomethyl-hept-1,6-diene NCC(CC=C)CC=C